3-chloro-2,4-difluorobenzoic acid ClC=1C(=C(C(=O)O)C=CC1F)F